CC(C)(C1=CC(=C(C(=C1)Cl)O)Cl)C2=CC(=C(C(=C2)Cl)O)Cl tetrachlorobisphenol-a